C(N)(=N)C=1C=C(SC1)S(=O)(=O)NC(=O)[C@H]1N([C@H]2C[C@]2(C1)C)C(CNC(C1=CC=C(C=C1)OC1=CC=CC=C1)=O)=O (1S,3S,5S)-N-((4-carbamimidoylthiophen-2-yl)sulfonyl)-5-methyl-2-((4-phenoxybenzoyl)glycyl)-2-azabicyclo[3.1.0]hexane-3-carboxamide